5-(3,6-Dihydro-2H-pyran-4-yl)-N-((S)-1-(6-((3R,5S)-3,5-dimethylpiperazin-1-yl)pyridin-2-yl)ethyl)-7-tosyl-7H-pyrrolo[2,3-d]pyrimidin-4-amine O1CCC(=CC1)C1=CN(C=2N=CN=C(C21)N[C@@H](C)C2=NC(=CC=C2)N2C[C@H](N[C@H](C2)C)C)S(=O)(=O)C2=CC=C(C)C=C2